Pentamethyl-ethanol tert-butyl-4-[3-[5-carbamoyl-2-[[(E)-4-[(5-carbamoyl-3-nitro-2-pyridyl)amino]but-2-enyl]amino]-3-nitro-phenoxy]propyl]piperazine-1-carboxylate C(C)(C)(C)C1N(CCN(C1)CCCOC1=C(C(=CC(=C1)C(N)=O)[N+](=O)[O-])NC\C=C\CNC1=NC=C(C=C1[N+](=O)[O-])C(N)=O)C(=O)OC(C(C)(C)C)(C)C